OC(CC(=O)C1=CC=C(C=C1)O)CC(C=CC1=CC=C(C=C1)O)=O 3-hydroxy-1,7-bis-(4-hydroxyphenyl)-6-heptene-1,5-dione